C[C@H]1CC[C@@H](N(C1)C(C(=O)NC=1C=C(C=NC1)C(=O)N)=O)C1=CNC(C=C1)=O 5-[[2-[(2R,5S)-5-methyl-2-(6-oxo-1H-pyridin-3-yl)-1-piperidyl]-2-oxo-acetyl]amino]pyridine-3-carboxamide